5,5-dimethyl-lysine CC(CC[C@H](N)C(=O)O)(CN)C